5-bromo-2-(2,6-dimethylpyridin-4-yl)-3-isopropyl-1H-indole BrC=1C=C2C(=C(NC2=CC1)C1=CC(=NC(=C1)C)C)C(C)C